OC1=CC2=C(NC(O2)=O)C=C1 6-hydroxy-2-oxobenzo[d]oxazol